O=C(OCOCN(C)C)N(CC1=CC=C(C=C1)OC)CC1=CC=C(C=C1)N(C)C 5-oxo-7-(4-methoxyphenyl)-6-(4-dimethylaminobenzyl)-2,4-dioxa-6-aza-heptanyl-N,N-dimethylamine